C1=CC=C(C(=C1)CC2=CC=C(C=C2)N)N 2,4'-diphenylmethanediamine